4-[7-(1-hydroxy-1-methyl-ethyl)imidazo[1,2-a]pyridin-3-yl]-2,6-dimethoxy-N-(2,2,2-trifluoroethyl)benzamide OC(C)(C)C1=CC=2N(C=C1)C(=CN2)C2=CC(=C(C(=O)NCC(F)(F)F)C(=C2)OC)OC